tri-isoamyl phosphate P(=O)(OCCC(C)C)(OCCC(C)C)OCCC(C)C